C1(CCCCCCC1)C(=O)OC methyl cyclooctylformate